C1(CC1)C=1C=C(C(N(C1)CCN1CCN(CC1)C(=O)OC(C)(C)C)=O)N=C=S tert-butyl 4-(2-(5-cyclopropyl-3-isothiocyanato-2-oxopyridin-1(2H)-yl)ethyl)piperazine-1-carboxylate